henicosanediol C(CCCCCCCCCCCCCCCCCCCC)(O)O